C(CCCCCCC)C(CC1=C(C(=O)OCC(CCCCCCCCCC)CCCCCCCC)C=CC=C1)CCCCCCCCCC 2-octyldodecane-1-ol (2-octyldodecyl benzoate)